4-(aminomethyl)-2-chloroaniline NCC1=CC(=C(N)C=C1)Cl